ClC=1C=2N(C=CC1C=1C(=NN(C1)COCC[Si](C)(C)C)C)N=C(N2)NC2CCOCC2 8-Chloro-7-(3-methyl-1-((2-(trimethylsilyl)ethoxy)methyl)-1H-pyrazol-4-yl)-N-(tetrahydro-2H-pyran-4-yl)-[1,2,4]triazolo[1,5-a]pyridin-2-amine